NC(C(=O)O)CC=1C(=NOC1C)O α-Amino-3-hydroxy-5-methylisoxazole-4-propionic Acid